5-((1s,4R)-4-hydroxy-4-methylcyclohexyl)-N3-methyl-1-((S)-1-phenylethyl)-1H-pyrazole-3,5-dicarboxamide OC1(CCC(CC1)C1(C=C(NN1[C@@H](C)C1=CC=CC=C1)C(=O)NC)C(=O)N)C